C(C1=C(C=CC=C1C1=CC=NC=C1)O)C1=C(C=CC=C1C1=CC=NC=C1)O methylene-bis(3-(pyridin-4-yl)phenol)